C12(CC3CC(CC(C1)C3)C2)N(CCCCNC(CSC2=C3CN(C(C3=CC=C2)=O)C2C(NC(CC2)=O)=O)=O)C N-(4-(adamantan-1-yl(methyl)amino)butyl)-2-((2-(2,6-dioxopiperidin-3-yl)-1-oxoisoindolin-4-yl)thio)acetamide